6-(3-(4-(4-ethylpiperazin-1-yl)phenyl)-4-isopropyl-1H-pyrazol-5-yl)-8-methyl-[1,2,4]triazolo[1,5-a]pyridine C(C)N1CCN(CC1)C1=CC=C(C=C1)C1=NNC(=C1C(C)C)C=1C=C(C=2N(C1)N=CN2)C